(3-((2,4-dichlorophenoxy)methyl)phenyl)-2,5-dihydro-1H-pyrrole-1-carboxylic acid tert-butyl ester C(C)(C)(C)OC(=O)N1C(C=CC1)C1=CC(=CC=C1)COC1=C(C=C(C=C1)Cl)Cl